C1=NC=CC2=CC(=CC=C12)C=1C=NN2C1C=NC(=C2)N2CC(C2)C(=O)OCC ethyl 1-(3-(isoquinolin-6-yl)pyrazolo[1,5-a]pyrazin-6-yl)azetidine-3-carboxylate